BrC=1C(=NC(=NC1)NC=1C=C2CCN(CC2=CC1)CC=1C=NC=CC1)NC1=C(C(=O)NC)C=CC=C1 2-[5-Bromo-2-(2-pyridin-3-ylmethyl-1,2,3,4-tetrahydro-isoquinolin-6-ylamino)-pyrimidin-4-ylamino]-N-methyl-benzamide